C1(CCC1)N1C(=NC2=C1C(=C(C=C2)F)C=C)NC(CC(C)(C)C)=O N-(1-cyclobutyl-6-fluoro-7-vinyl-1H-benzo[d]imidazol-2-yl)-3,3-dimethylbutanamide